(S)-N-((S)-1-Cyano-2-(2-fluoro-4-(3-methyl-2-oxo-2,3-dihydrobenzo[d]oxazol-5-yl)phenyl)ethyl)-1,4-oxazepane-2-carboxamide C(#N)[C@H](CC1=C(C=C(C=C1)C=1C=CC2=C(N(C(O2)=O)C)C1)F)NC(=O)[C@H]1OCCCNC1